benzyl 3-(4-(5-(difluoromethyl)-1,3,4-oxadiazole-2-yl)-2-oxopyridine-1(2H)-yl)-2-phenylpropanoate FC(C1=NN=C(O1)C1=CC(N(C=C1)CC(C(=O)OCC1=CC=CC=C1)C1=CC=CC=C1)=O)F